(S)-N-((4-bromopyridin-3-yl)methylene)-2-methylpropane-2-sulfinamide BrC1=C(C=NC=C1)C=N[S@@](=O)C(C)(C)C